[Na+].P(=O)([O-])([O-])OC[C@H]([C@@H](C(C)=O)O)O.[Na+] 1-deoxy-D-xylulose 5-phosphate sodium salt